Cl.ClC1=C2C(NC(=NC2=CC=C1OCCCC1=CC=NC=C1)C=1C=C2C(=CN1)SC=C2)=O 5-chloro-6-(3-pyridin-4-yl-propoxy)-2-thieno[2,3-c]pyridin-5-yl-3H-quinazolin-4-one hydrochloride